8-(3-Chlorophenyl)-9-(4-((1-(3-fluoropropyl)azetidin-3-yliden)methyl)phenyl)-6,7-dihydro-5H-benzo[7]annulen ClC=1C=C(C=CC1)C=1CCCC2=C(C1C1=CC=C(C=C1)C=C1CN(C1)CCCF)C=CC=C2